O-methyl (R)-(1-(benzo[d][1,3]dioxol-5-yl)propan-2-yl)carbamothioate O1COC2=C1C=CC(=C2)C[C@@H](C)NC(OC)=S